5-bromo-2-(4-methoxypiperidin-1-yl)thiazole BrC1=CN=C(S1)N1CCC(CC1)OC